(R)-5-(3'-chloro-5-fluoro-2-hydroxy-4'-(3-methyl-2-oxoimidazolidin-1-yl)-[1,1'-biphenyl]-3-yl)-1-methyl-3-(3-methylpiperazin-1-yl)pyridin-2(1H)-one ClC=1C=C(C=CC1N1C(N(CC1)C)=O)C1=C(C(=CC(=C1)F)C=1C=C(C(N(C1)C)=O)N1C[C@H](NCC1)C)O